C(#N)C1=C(N=C2N(C1=O)C=C(C=C2C(C)NC2=C(C(=O)OC(C)(C)C)C=CC=C2)C)N2CCCCC2 tert-butyl 2-[1-[3-cyano-7-methyl-4-oxo-2-(1-piperidyl)pyrido[1,2-a]pyrimidin-9-yl]ethylamino]benzoate